3-[2-(8-chloro-4-oxo-chroman-2-yl)-5-methoxy-4-methyl-phenoxy]propionic acid ClC=1C=CC=C2C(CC(OC12)C1=C(OCCC(=O)O)C=C(C(=C1)C)OC)=O